FC=1C=C2C=C(C(OC2=CC1)=O)C(=O)O 6-Fluoro-3-carboxycoumarin